ClC=1N=C(C(=NC1)C(=O)OCC1=CC=CC=C1)C(=C)OCC benzyl 5-chloro-3-(1-ethoxyvinyl)pyrazine-2-carboxylate